2,2'-[diazene-1,2-diylbis(propane-2,2-diyl)]bis(1,3-dimethyl-4,5-dihydro-1H-imidazol-3-ium) dichloride [Cl-].[Cl-].N(=NC(C)(C)C=1N(CC[N+]1C)C)C(C)(C)C=1N(CC[N+]1C)C